5-Amino-3-[2-(4-ethylpiperazin-1-yl)ethyl]-8-(2-furyl)-1-methyl-[1,2,4]triazolo[5,1-f]purin-2-one NN1C=NC(=C2N3C(N=C12)N(C(N3C)=O)CCN3CCN(CC3)CC)C=3OC=CC3